(2r,4s)-2-(4-(3-(tert-butyl)-4-chlorophenyl)piperidine-1-carbonyl)-5-azaspiro[3.4]Octane-6-one C(C)(C)(C)C=1C=C(C=CC1Cl)C1CCN(CC1)C(=O)C1CC2(C1)NC(CC2)=O